C(C)P(O)(=O)CCC1CCCCC1 Ethyl(cyclohexylethyl)phosphinic acid